5-[4-(4-amino-2,6-difluorophenoxy)-1-{[2-(trimethylsilyl)ethoxy]methyl}-1H-pyrrolo[2,3-b]pyridin-3-yl]-2-fluorobenzonitrile NC1=CC(=C(OC2=C3C(=NC=C2)N(C=C3C=3C=CC(=C(C#N)C3)F)COCC[Si](C)(C)C)C(=C1)F)F